tri-n-propylammonium orthophosphate P(=O)([O-])([O-])[O-].C(CC)[NH+](CCC)CCC.C(CC)[NH+](CCC)CCC.C(CC)[NH+](CCC)CCC